FC=1C=CC(=C(C1)NS(=O)(=O)C1=CC=C(C=C1)S(=O)(=O)N(C)C)N1CC(CCC1)C N1-(5-fluoro-2-(3-methylpiperidin-1-yl)phenyl)-N4,N4-dimethylbenzene-1,4-disulfonamide